(3aR,4R,6aS)-2-oxo-1,3,3a,4,6,6a-hexahydrothieno[3,4-d]imidazol O=C1N[C@@H]2[C@H](N1)CSC2